10,10,11,11-tetramethyl-1-phenyl-2,6,9-trioxa-10-siladodecane C[Si](OCCOCCCOCC1=CC=CC=C1)(C(C)(C)C)C